CC(C)(C1=CC=CC=C1)C2=CC=C(C=C2)NC3=CC=C(C=C3)C(C)(C)C4=CC=CC=C4 4,4'-bis(alpha,alpha-dimethylbenzyl)diphenylamine